FC(C(=O)N1CC2=CC=CC(=C2CC1)F)(F)F 2,2,2-trifluoro-1-(5-fluoro-3,4-dihydroisoquinolin-2(1H)-yl)ethan-1-one